3-[4-(Morpholine-4-carbonyl)phenyl]-1-sulfamoyl-pyrrole-2-carboxylic acid N1(CCOCC1)C(=O)C1=CC=C(C=C1)C1=C(N(C=C1)S(N)(=O)=O)C(=O)O